CC1=CC=C(C(=O)C2=C(C=CC(=C2)OC2=CC=C(C=C2)N)C2=C(C=C(C=C2)OC2=CC=C(C=C2)N)C(C2=CC=C(C=C2)C)=O)C=C1 2,2'-bis(4-methylbenzoyl)-4,4'-bis(4-aminophenoxy)biphenyl